2-[6-bromo-4-(difluoromethyl)-5-fluoro-1-oxophthalazin-2-yl]-N-(5-fluoropyrimidin-2-yl)acetamide BrC=1C(=C2C(=NN(C(C2=CC1)=O)CC(=O)NC1=NC=C(C=N1)F)C(F)F)F